Methyl 2-fluoro-4-(1-methylcyclopropyl)benzoate FC1=C(C(=O)OC)C=CC(=C1)C1(CC1)C